ClC1=CC2=C(N=CN(C2=O)[C@H](CO)C)C(=N1)C1=CC(=CC=C1)F (S)-6-chloro-8-(3-fluorophenyl)-3-(1-hydroxy-propan-2-yl)pyrido[3,4-d]pyrimidin-4(3H)-one